FCCCN1C[C@H](CC1)NC=1C=NC(=CC1)[C@@H]1N([C@H](CC2=C1NC1=CC3=C(C=C21)CC3)C)CC(F)(F)F N-((S)-1-(3-fluoropropyl)pyrrolidin-3-yl)-6-((1R,3S)-3-methyl-2-(2,2,2-trifluoroethyl)-2,3,4,6,7,9-hexahydro-1H-cyclobuta[f]pyrido[3,4-b]indol-1-yl)pyridin-3-amine